(2S,5R)-3-(3-amino-5-chlorophenethyl)-2-(1-(4-bromophenyl)-3-(4-Fluorophenyl)-1H-pyrazol-4-yl)-5-methyloxazolidin-4-one NC=1C=C(CCN2[C@@H](O[C@@H](C2=O)C)C=2C(=NN(C2)C2=CC=C(C=C2)Br)C2=CC=C(C=C2)F)C=C(C1)Cl